FS(C1=CC=C(C(=O)N2CCN(CC2)C2=NC3=CC=CC=C3C(N2)=O)C=C1)(F)(F)(F)F 2-[4-[4-(Pentafluoro-λ6-sulfanyl)benzoyl]piperazin-1-yl]-3H-quinazolin-4-one